C(=O)C(COC(C)=O)CCOC(C)=O 2-formyl-1,4-diacetoxybutane